ClC1=C(C(=CC=C1Cl)O)C1CC(N(C1)CCCON1C(C2=CC=CC=C2C1=O)=O)=O 2-(3-(4-(2,3-dichloro-6-hydroxyphenyl)-2-oxopyrrolidin-1-yl)propoxy)isoindoline-1,3-dione